FC1=C(C(=CC=C1)F)[C@@H]1CCCC=2N1N=C(N2)C(=O)N[C@@H]2C(N(C=1N(CC2)N=CC1)C)=O |r| rac-(5S)-5-(2,6-difluorophenyl)-N-[rac-(6S)-4-methyl-5-oxo-7,8-dihydro-6H-pyrazolo[1,5-a][1,3]diazepin-6-yl]-5,6,7,8-tetrahydro-[1,2,4]triazolo[1,5-a]pyridine-2-carboxamide